NC1=CC=C(C(=O)OC2=CC=C(C=C2)OC(C2=CC=C(C=C2)N)=O)C=C1 (4-(4-aminobenzoyl) oxyphenyl) 4-aminobenzoate